C(C)(C)(C)C=1C(=NC=C(C1)CN)NCC1CCN(CC1)C tert-butyl-5-(aminomethyl)-N-((1-methylpiperidin-4-yl)methyl)pyridin-2-amine